[N+](=O)([O-])[O-].[Sm+3].[N+](=O)([O-])[O-].[N+](=O)([O-])[O-] samarium nitrate